2-Bromopentane BrC(C)CCC